Cl.Cl.N[C@@H]1CN(C[C@@H](C1)C)C1=C(C=NC=C1)NC(=O)C=1C(=C(C(=CC1)F)C1=C(C=C(C=C1F)N1C[C@@H](CC1)O)F)F N-(4-((3S,5R)-3-amino-5-methylpiperidin-1-yl)pyridin-3-yl)-2,2',6,6'-tetrafluoro-4'-((R)-3-hydroxypyrrolidin-1-yl)-[1,1'-biphenyl]-3-carboxamide dihydrochloride